Tellurium-copper [Cu].[Te]